CN(C1=CC(=C(C2=C(C=C(N(C)C)C=C2)CO)C=C1)CO)C tetramethyl-2,2'-dimethylolbenzidine